C(C)(C)N1CCN(CC1)C=1C(=CC2=C(N=C(N=C2N[C@H](C)C2=C(C(=CC=C2)C(F)(F)F)C)C)N1)C1(CC1)C#N (R)-1-(7-(4-isopropylpiperazin-1-yl)-2-methyl-4-((1-(2-methyl-3-(trifluoromethyl)phenyl)ethyl)amino)pyrido[2,3-d]pyrimidin-6-yl)cyclopropane-1-carbonitrile